COC1=CC=C(C=C1)N(C1=CC=C(C=C1)C1=CC2=CC=C(C(=C2C=C1)C=1C(=CC=C2C=C(C=CC12)C1=CC=C(C=C1)N(C1=CC=C(C=C1)OC)C1=CC=C(C=C1)OC)NC1=CC=C(C=C1)OC)NC1=CC=C(C=C1)OC)C1=CC=C(C=C1)OC 6,6'-bis(4-(bis(4-methoxyphenyl)amino)phenyl)-N2,N2'-bis(4-methoxyphenyl)-[1,1'-binaphthalene]-2,2'-diamine